ClC=1C=C(OCC(=O)N(C)CC2(CC2)O)C=CC1C=1N(C2=NC=NC(=C2N1)OC1(CC1)C)CC1=NC=CC(=C1)C 2-(3-chloro-4-(6-(1-methylcyclopropoxy)-9-((4-methylpyridin-2-yl)methyl)-9H-purin-8-yl)phenoxy)-N-((1-hydroxycyclopropyl)methyl)-N-methylacetamide